ClC=1C=C(COC2=CC=C(C=C2)C2=NC=C(C=N2)COC=2C=CC(=C(C(=O)O)C2)NC(=O)OCCCN2C(CCC2)=O)C=CC1 5-((2-(4-((3-Chlorobenzyl)oxy)phenyl)pyrimidin-5-yl)methoxy)-2-(((3-(2-oxopyrrolidin-1-yl)propoxy)carbonyl)amino)benzoic acid